NC=1C=CC(=NC1C(=O)OCC)C=1C=NC=CC1 ethyl 5-amino-[2,3'-bipyridine]-6-carboxylate